ClC=1C=C2C=CN(C2=C(C1)C1=C2C(=NC=C1)C=C(S2)CN2C(N(C=C(C2=O)C)CC(F)F)=O)CC2(CCNCC2)C#N 4-((5-chloro-7-(2-((3-(2,2-difluoroethyl)-5-methyl-2,6-dioxo-3,6-dihydropyrimidin-1(2H)-yl)methyl)thieno[3,2-b]pyridin-7-yl)-1H-indol-1-yl)methyl)piperidine-4-carbonitrile